6-[2-[Tert-butoxycarbonyl(2,2,2-trifluoroethyl)amino]-4-pyridyl]pyridine-2-carboxylic acid C(C)(C)(C)OC(=O)N(C1=NC=CC(=C1)C1=CC=CC(=N1)C(=O)O)CC(F)(F)F